O(C1=CC=CC=C1)CCN(CC[C@@H](C(=O)O)NC1=NC=NC(=C1)C1=CC=CC=C1)CCCCC1=NC=2NCCCC2C=C1 (S)-4-((2-phenoxyethyl)(4-(5,6,7,8-tetrahydro-1,8-naphthyridin-2-yl)butyl)amino)-2-((6-phenylpyrimidin-4-yl)amino)butanoic acid